C(=O)C1=C2C=C(N=CC2=C(N=C1)NCC1=CC=C(C=C1)OC)NC(=O)C1CC1 N-(5-formyl-8-((4-methoxybenzyl)amino)-2,7-naphthyridin-3-yl)cyclopropanecarboxamide